4-methyl-3,4-dihydro-2H-benzo[1,4]oxazine-6-carboxylic acid [2-(3,3-difluoro-piperidin-1-yl)-benzooxazol-5-yl]-amide FC1(CN(CCC1)C=1OC2=C(N1)C=C(C=C2)NC(=O)C=2C=CC1=C(N(CCO1)C)C2)F